C(C)(C)(C)C1=CC=C(C=C1)C(CCCCl)=O 4'-tertiary butyl-4-chlorobutyrophenone